CC1(OB(OC1(C)C)C1=CC(=CC2=C1SC=C2)C)C 4,4,5,5-tetramethyl-2-(5-methylbenzo[b]thiophen-7-yl)-1,3,2-dioxaborolane